(R)-2-((7,8-Dichloro-1-methyl-2-oxo-1,2,3,4,5,6-hexahydroazepino[4,5-b]indol-10-yl)oxy)acetonitrile ClC1=C(C=C(C=2C3=C(NC12)CCNC([C@@H]3C)=O)OCC#N)Cl